endo-bicyclo[3.1.0]hexan-3-ol C12CC(CC2C1)O